C(#N)C1=C(C2=C(NC(N(C2=O)C(C(=O)OC(C)(C)C)(C)C)=O)S1)C tert-butyl 2-(6-cyano-5-methyl-2,4-dioxo-1,4-dihydrothieno[2,3-d]pyrimidin-3(2H)-yl)-2-methylpropionate